N-(4-fluoro-2-methylsulfonyl-phenyl)-3,6-dimethyl-4-oxo-2-(1-piperidyl)quinazoline-8-sulfonamide FC1=CC(=C(C=C1)NS(=O)(=O)C=1C=C(C=C2C(N(C(=NC12)N1CCCCC1)C)=O)C)S(=O)(=O)C